dimethylpropan CC(C)(C)C